CN[C@H](C(=O)N[C@H]1CC(CC[C@@H]2N(C1=O)[C@@H](CC2)C(=O)N[C@@H]2CCCC1=CC=CC=C21)N2CCN(CC2)C)C (3S,6S,10aS)-6-((S)-2-(methylamino)propanamido)-8-(4-methylpiperazin-1-yl)-5-oxo-N-((R)-1,2,3,4-tetrahydronaphthalen-1-yl)decahydropyrrolo[1,2-a]azocine-3-carboxamide